NC(C(=O)O)(CCCCB(O)O)CCCN1CC(C(CC1)C1=CC=CC=C1)F 2-amino-6-borono-2-(3-(3-fluoro-4-phenylpiperidin-1-yl)propyl)hexanoic acid